4-formyl-6,7-dihydro-5H-cyclopenta[b]pyridine-2-carboxylic acid methyl ester COC(=O)C1=CC(=C2C(=N1)CCC2)C=O